ClC1=CC=C(COC2=NN=C(S2)NC(C2=C(C=NC=C2)C2=C(C=CC(=C2)C#N)OC2COC2)=O)C=C1 N-(5-((4-chlorobenzyl)oxy)-1,3,4-thiadiazol-2-yl)-3-(5-cyano-2-(oxetan-3-yloxy)phenyl)isonicotinamide